C1(=C(C=CC=C1)[N+]1=CC=CC=C1)C N-tolyl-Pyridinium